C(#N)C=1C=C(C=CC1)C1=CC(=NC(=N1)NC(C)C)C=1N=NN(C1)CC1=CC=CC(=N1)N1[C@H](CCC1)C(=O)O (R)-1-[6-({4-[6-(m-cyanophenyl)-2-(isopropylamino)-4-pyrimidinyl]-1H-1,2,3-triazol-1-yl}methyl)-2-pyridinyl]-2-pyrrolidinecarboxylic acid